3-acetyl-7-((4-(benzo[d]oxazol-5-yl)pyrimidin-2-yl)amino)-4-morpholino-2H-benzopyran-2-one C(C)(=O)C=1C(OC2=C(C1N1CCOCC1)C=CC(=C2)NC2=NC=CC(=N2)C=2C=CC1=C(N=CO1)C2)=O